piperazinium formate C(=O)[O-].[NH2+]1CCNCC1